alpha-hydroxy-2-ethyl-2-hexene OCC(=CCCC)CC